(1S,2S)-2-fluoro-N-(3-(6-(1-hydroxybutyl)-4-methylpyridin-3-yl)-2-methyl-1,6-naphthyridin-7-yl)cyclopropane-1-carboxamide F[C@@H]1[C@@H](C1)C(=O)NC1=NC=C2C=C(C(=NC2=C1)C)C=1C=NC(=CC1C)C(CCC)O